[(1S,2S)-2-[[4-(6-cyano-7-dimethylphosphoryl-1H-indol-3-yl)-5-(trifluoromethyl)pyrimidin-2-yl]amino]cyclopentyl]carbamate C(#N)C1=CC=C2C(=CNC2=C1P(=O)(C)C)C1=NC(=NC=C1C(F)(F)F)N[C@@H]1[C@H](CCC1)NC([O-])=O